4-(2-chloro-4,5-difluorophenyl)-1,3,2-dioxaphosphorinane 2-sulfide ClC1=C(C=C(C(=C1)F)F)C1OP(OCC1)=S